C(#N)C1=C(C=CC(=C1)C(F)(F)F)N1CCC(CC1)(C(=O)N[C@H]1CN(CC1)C)C=1C=NC(=CC1)C1=C(SC=C1)C 1-[2-cyano-4-(trifluoromethyl)phenyl]-N-[(3R)-1-methylpyrrolidin-3-yl]-4-[6-(2-methylthiophene-3-yl)pyridin-3-yl]piperidine-4-carboxamide